1-(3-hydroxyphenyl)urea OC=1C=C(C=CC1)NC(=O)N